CN(CCC)CC methyl-(ethyl)(propyl)amine